ClC=1C=CC(=C(C(=O)NC2=C(C=C(C=C2)C(F)(F)F)Cl)C1)NS(=O)(=O)N1CCNCC1 5-Chloro-N-(2-Chloro-4-(trifluoromethyl)phenyl)-2-(piperazine-1-sulfonamido)benzamide